ClC1=CC=C(C(=N1)C1=NOC(N1)=O)O[C@H](C)C=1C=C(C=C2C(C(=C(OC12)C1=NC=CC=C1)C)=O)C 3-[6-Chloro-3-[(1R)-1-[3,6-dimethyl-4-oxo-2-(2-pyridyl)chromen-8-yl]ethoxy]-2-pyridyl]-4H-1,2,4-oxadiazol-5-one